2-bromo-7-(2-cyclopropyl-2H-1,2,3-triazol-4-yl)pyrazolo[1,5-a]pyrimidine-5-carboxylic acid BrC1=NN2C(N=C(C=C2C2=NN(N=C2)C2CC2)C(=O)O)=C1